C(C=C)O[NH3+] allyloxyammonium